O1CN=NN=C1 1,3,4,5-oxatriazine